ethyl monoiodostearate IC(C(=O)OCC)CCCCCCCCCCCCCCCC